4-((2-((tert-butoxycarbonyl)amino)ethyl)amino)-4-oxobutanoic acid C(C)(C)(C)OC(=O)NCCNC(CCC(=O)O)=O